FC(F)(F)C=1NC2=CC=CC=C2C1N trifluoromethyl-3-aminoindole